N-methyl-1-(pyridazin-3-yl)piperidin-3-amine CNC1CN(CCC1)C=1N=NC=CC1